ClC1=CC(=CC(=N1)N1CCN(CC1)S(=O)(=O)C1=CC=C(C=C1)NC(=O)C=1C=C(C=CC1)N1CCN(CC1)C(=O)OC(C)(C)C)C(F)(F)F Tert-butyl 4-[3-[[4-[4-[6-chloro-4-(trifluoromethyl)-2-pyridyl]piperazin-1-yl]sulfonylphenyl]carbamoyl]phenyl]piperazine-1-carboxylate